C(=O)C1=CC(=C(OC2=C(C=C(C#N)C=C2)C(F)(F)F)C=C1)OC 4-(4-formyl-2-methoxyphenoxy)-3-trifluoromethylbenzonitrile